(2R,3R)-3-methyl-3-phenylalanine C[C@@H]([C@@H](N)C(=O)O)C1=CC=CC=C1